C(C)(=O)O.C(C)(C)(C)NO N-t-butylhydroxylamine acetate